O1C2=C(OCC1)C=C(C=C2)C(=O)[O-] 2,3-dihydrobenzo[b][1,4]dioxine-6-carboxylate